COC([C@@H](NC(=O)OC(C)(C)C)CI)=O (R)-N-tert-butyloxycarbonyl-3-iodoalanine methyl ester